C(CC)S(=O)(=O)ON=C1SC=CC1=C(C#N)C1=C(C=CC=C1)C 2-[2-(propylsulfonyloxyimino)thiophen-3(2H)-ylidene]-2-(2-methylphenyl)acetonitrile